CC1=NN(C(C1)=O)C1=CC=CC=C1 3-methyl-1-phenyl-2-pyrazolin-5-one